(R)-1-(benzofuran-2-yl)-2-(ethylamino)propan-1-one O1C(=CC2=C1C=CC=C2)C([C@@H](C)NCC)=O